(R)-3-(4-(2-(methoxymethoxy)-4-(trifluoromethyl)phenyl)-6,7-dihydro-5H-cyclopenta[d]pyridazine-1-carbonyl)piperidine-1-carboxylic acid tert-butyl ester C(C)(C)(C)OC(=O)N1C[C@@H](CCC1)C(=O)C=1N=NC(=C2C1CCC2)C2=C(C=C(C=C2)C(F)(F)F)OCOC